4'-((3-(2,6-dichlorophenyl)-5-isopropylisoxazol-4-yl)methoxy)-[1,1'-biphenyl]-3-carboxylic acid ClC1=C(C(=CC=C1)Cl)C1=NOC(=C1COC1=CC=C(C=C1)C1=CC(=CC=C1)C(=O)O)C(C)C